ClC1=CC(N(C=C1)C(C)N1N=NC(=C1)C=1N=NC=C(C1)OC)=O 4-chloro-1-(1-(4-(5-methoxypyridazin-3-yl)-1H-1,2,3-triazol-1-yl)ethyl)pyridin-2(1H)-one